N1=CC=C(C=C1)C1=CC=C(C=C1)C1=NC2=CC(=NC=C2C=C1)CN (2-(4-(pyridin-4-yl)phenyl)-1,6-naphthyridin-7-yl)methanamine